C(C=C)C1CCN(CC1)C=1C(=C2CCC(C2=C(C1)Br)=O)NC(=O)C1=NC(=NC(=C1)C)N1CC(C(CC1)(F)F)C=C N-(5-(4-allylpiperidin-1-yl)-7-bromo-1-oxo-2,3-dihydro-1H-inden-4-yl)-2-(4,4-difluoro-3-vinylpiperidin-1-yl)-6-methylpyrimidine-4-carboxamide